5,7-dihydrospiro[cyclopenta[b]pyridine-6,4'-piperidine]-5-amine N1CCC2(CC1)C(C=1C(=NC=CC1)C2)N